C(#N)N1CC2=C(C=C(C=C2C1)CCC(=O)N)C1=CC=C(C=C1)C#N ((2-cyano-7-(4-cyanophenyl)isoindolin-5-yl)methyl)acetamide